(6-(6-phenoxyhexyl)-1H-benzo[d]imidazol-2-yl)(piperazin-1-yl)methanone hydrochloride Cl.O(C1=CC=CC=C1)CCCCCCC=1C=CC2=C(NC(=N2)C(=O)N2CCNCC2)C1